COC(C=1C(=CC(=NC1)C(=O)OC)OC)OC methyl 5-(dimethoxymethyl)-4-methoxypicolinate